F[B-](F)(F)F.C(=C)C1=CC=C(CN2C=[N+](C=C2)C)C=C1 1-(4-vinylbenzyl)-3-methylimidazolium tetrafluoroborate